N-methyl-3-[(E)-2-methylsulfonylvinyl]azetidine-1-carboxamide CNC(=O)N1CC(C1)\C=C\S(=O)(=O)C